N[C@H](C)C(=O)N1[C@@H](CCC1)C(=O)NC=1SC2=C(N1)C=CC(=C2)OC(F)(F)F (S)-1-(D-alanyl)-N-(6-(trifluoromethoxy)benzo[d]thiazol-2-yl)pyrrolidine-2-carboxamide